tert-butyl 4-[[4-[3-(2,6-dibenzyloxy-3-pyridyl)phenyl]piperazin-1-yl]methyl]piperidine-1-carboxylate C(C1=CC=CC=C1)OC1=NC(=CC=C1C=1C=C(C=CC1)N1CCN(CC1)CC1CCN(CC1)C(=O)OC(C)(C)C)OCC1=CC=CC=C1